1-benzyl-N3-methyl-N5-((1S*,2S*)-2-(2-morpholinoethyl)cyclopropyl)-2-oxo-1,2-dihydropyridine-3,5-dicarboxamide C(C1=CC=CC=C1)N1C(C(=CC(=C1)C(=O)N[C@@H]1[C@H](C1)CCN1CCOCC1)C(=O)NC)=O |o1:16,17|